4-(2-fluoro-4-nitrophenyl)thiomorpholine 1,1-dioxide FC1=C(C=CC(=C1)[N+](=O)[O-])N1CCS(CC1)(=O)=O